(Z)-2-(5-fluoro-1-(4-(4-iodophenoxy)benzylidene)-2-methyl-1H-inden-3-yl)acetic acid FC=1C=C2C(=C(/C(/C2=CC1)=C/C1=CC=C(C=C1)OC1=CC=C(C=C1)I)C)CC(=O)O